N-(4-fluoro-2-methoxyl-5-aminophenyl)-4-(1-methyl-1H-indol-3-yl)pyrimidine-2-amine FC1=CC(=C(C=C1N)NC1=NC=CC(=N1)C1=CN(C2=CC=CC=C12)C)OC